tert-butyl (2R)-3-(4-{2-[2-(2-ethoxyethoxy)ethoxy]ethoxy}phenyl)-2-[(methylsulfonyl)oxy]propanoate C(C)OCCOCCOCCOC1=CC=C(C=C1)C[C@H](C(=O)OC(C)(C)C)OS(=O)(=O)C